3-(4-(1-(5-(trifluoromethyl)pyridin-2-yl)-1H-imidazol-4-yl)phenyl)urea FC(C=1C=CC(=NC1)N1C=NC(=C1)C1=CC=C(C=C1)NC(N)=O)(F)F